ClC=1C=C(C(=NC1)C1=NC=2C(=NC=C(C2)C(C(F)(F)F)(F)F)N1C)S(=O)(=O)CC 2-(5-chloro-3-ethylsulfonylpyridin-2-yl)-3-methyl-6-pentafluoroethyl-3H-imidazo[4,5-b]pyridine